(R)-4-[(4-{3-cyano-2-[3-(7H-pyrrolo[2,3-d]pyrimidin-4-yl)-1H-pyrrol-1-yl]propyl}piperazin-1-yl)carbonyl]-3-fluorobenzonitrile C(#N)C[C@H](CN1CCN(CC1)C(=O)C1=C(C=C(C#N)C=C1)F)N1C=C(C=C1)C=1C2=C(N=CN1)NC=C2